2-(4-methoxy-3-(trifluoromethyl)phenyl)-7-azaspiro[3.5]Nonane-7-carboxylic acid COC1=C(C=C(C=C1)C1CC2(C1)CCN(CC2)C(=O)O)C(F)(F)F